2,8-diphenyl-6-(p-tolyl)imidazo[1,2-a]pyridine C1(=CC=CC=C1)C=1N=C2N(C=C(C=C2C2=CC=CC=C2)C2=CC=C(C=C2)C)C1